2-hydroxybenzene-1-carbohydrazide OC1=C(C=CC=C1)C(=O)NN